CC(CC1SCC(N1)C(=O)OCC)CC(C)(C)C ethyl 2-(2,4,4-trimethylpentyl)thiazolidine-4-carboxylate